5-(difluoromethoxy)-3-ethyl-7-(hydroxymethyl)quinoxalin-2(1H)-one FC(OC1=C2N=C(C(NC2=CC(=C1)CO)=O)CC)F